ClC1=CC(=C(C=C1)C(CC(=O)O)C1CC1)NC([C@@H]([C@H](C(F)(F)F)C)C1=CC=C(C=C1)Cl)=O 4-chloro-3-{[(2S,3R)-2-(4-chlorophenyl)-4,4,4-trifluoro-3-methylbutanoyl]aminophenyl}-3-cyclopropylpropanoic acid